C1(=CC=CC=C1)C(CC(C)=O)=O 4-phenyl-2,4-butanedione